BrC1=C(C=CC(=C1)OCOC)OC(C)C 2-bromo-1-isopropoxy-4-(methoxymethoxy)benzene